C(C)OC1=CC=C(C=C1)C1=CC=C(C(=N1)OC1=C(C=C(C=C1C)C)C)C(=O)NS(=O)(=O)C=1C(NC=CC1)=O 6-(4-Ethoxyphenyl)-N-[(2-oxo-1H-pyridin-3-yl)sulfonyl]-2-(2,4,6-trimethylphenoxy)pyridin-3-carboxamid